4-[5-(aminomethyl)pyrimidin-2-yl]-3-(2-methyl-6-propan-2-yloxypyrimidin-4-yl)oxybenzonitrile NCC=1C=NC(=NC1)C1=C(C=C(C#N)C=C1)OC1=NC(=NC(=C1)OC(C)C)C